O[C@H](CC)[C@H]1CN(CCO1)C(=O)OC(C)(C)C (R)-tert-Butyl 2-((R)-1-hydroxypropyl)morpholine-4-carboxylate